C(C(=C)C)(=O)OCCCCCCC=C 7-octen-1-ol methacrylate